(R)-N-(1-(4-(1-(1-cyanoethyl)-6-oxo-1,6-dihydropyrimidin-5-yl)phenyl)cyclopropyl)-1-i-propyl-1H-pyrazolo[3,4-d]pyrimidine-6-carboxamide C(#N)[C@@H](C)N1C=NC=C(C1=O)C1=CC=C(C=C1)C1(CC1)NC(=O)C1=NC=C2C(=N1)N(N=C2)C(C)C